C(C)S(=O)(=O)C=1C(=NC=CC1)C=1OC2=C(N1)C=C(C=C2)S(=NC(C)=O)(C(F)(F)F)=O N-[[2-(3-ethylsulfonyl-2-pyridyl)-1,3-benzoxazol-5-yl]-oxo-(trifluoromethyl)-λ6-sulfanylidene]acetamide